allylglutamine C(C=C)N[C@@H](CCC(N)=O)C(=O)O